6-[2-[tert-butoxycarbonyl(2,2,2-trifluoroethyl)amino]-4-pyridyl]pyridine C(C)(C)(C)OC(=O)N(C1=NC=CC(=C1)C1=CC=CC=N1)CC(F)(F)F